CN1C(CC2=CC=C(C=C12)B1OC(C(O1)(C)C)(C)C)=O 1-methyl-6-(4,4,5,5-tetramethyl-1,3,2-dioxaborolane-2-yl)indolin-2-one